N,N-bis[(2,4-dimethoxyphenyl)methyl]-2-methoxy-5-[1-methyl-1-(1H-1,2,4-triazol-3-yl)ethyl]benzenesulfonamide COC1=C(C=CC(=C1)OC)CN(S(=O)(=O)C1=C(C=CC(=C1)C(C)(C1=NNC=N1)C)OC)CC1=C(C=C(C=C1)OC)OC